(2-(2-(but-2-en-2-yl)naphthalen-1-yl)-4,5-difluorophenyl)diphenylphosphine CC(=CC)C1=C(C2=CC=CC=C2C=C1)C1=C(C=C(C(=C1)F)F)P(C1=CC=CC=C1)C1=CC=CC=C1